4-chloro-5-(4,4-difluoropiperidin-1-yl)pyridine-2-carbonyl azide ClC1=CC(=NC=C1N1CCC(CC1)(F)F)C(=O)N=[N+]=[N-]